ClC=1N=C(C=C2C1OCC2)N 7-chloro-2,3-dihydrofuro[2,3-c]pyridin-5-amine